tert-Butyl (3S)-3-(4-ethoxycarbonyl-5-methyl-triazol-1-yl)piperidine-1-carboxylate C(C)OC(=O)C=1N=NN(C1C)[C@@H]1CN(CCC1)C(=O)OC(C)(C)C